ClC=1C=C(C=CC1F)NC(=O)C=1N(C=C2C1OCC1C(NS2(=O)=O)CN(C1)C(=O)OCC)C Ethyl 8-((3-chloro-4-fluorophenyl)carbamoyl)-7-methyl-3a,4,10,10a-tetrahydro-1H,7H-dipyrrolo[3,4-b:3',4'-f][1,4,5]oxathiazocine-2(3H)-carboxylate 5,5-dioxide